NC1=CC=C(C=C1)[C@@H]1CN(CC1)C(=O)OC(C)(C)C |r| (RS)-tert-butyl 3-(4-aminophenyl)pyrrolidine-1-carboxylate